S(C(C(=O)O)CC1=CC(=C(C(=C1)C(C)(C)C)O)C(C)(C)C)C(C(=O)O)CC1=CC(=C(C(=C1)C(C)(C)C)O)C(C)(C)C.C=C.C=C diethylene thiobis[3-(3,5-di-tert-butyl-4-hydroxyphenyl) propionate]